ClC1=CC=C2C(=NC(=NC2=C1F)O)O 7-chloro-8-fluoroquinazoline-2,4-diol